1-(1-phenylundec-2,10-dien-3-yl)isoquinoline C1(=CC=CC=C1)CC=C(CCCCCCC=C)C1=NC=CC2=CC=CC=C12